(S)-2-(4-(2,7-dichloro-8-fluoropyrido[4,3-d]pyrimidin-4-yl)piperazin-2-yl)acetonitrile ClC=1N=C(C2=C(N1)C(=C(N=C2)Cl)F)N2C[C@@H](NCC2)CC#N